F[C@@H]1CC2=C[C@@H](CN2C1)F (2R,6S,7ar)-2,6-difluoro-tetrahydro-1H-pyrrolizine